5-(quinolin-4-oxy)-1-pentanol N1=CC=C(C2=CC=CC=C12)OCCCCCO